1-Methyl-4-(3-((3-(methylamino)-1-phenylpropoxy)methyl)phenyl)-1,2,3,4-tetrahydro-5H-pyrido[3,2-e][1,4]diazepin-5-one CN1CCN(C(C2=C1C=CC=N2)=O)C2=CC(=CC=C2)COC(CCNC)C2=CC=CC=C2